CN1CC[C@@]23CCCC[C@@H]2[C@@H]1CC4=C3C=C(C=C4)OC.O.Br The molecule is the hydrobromide and monohydrate of the antitussive drug dextromethorphan. It is a hydrate and a hydrobromide. It contains a dextromethorphan.